N-((1R,7S,8r)-4-azabicyclo[5.1.0]octan-8-yl)methanesulfonamide, trifluoroacetic acid salt FC(C(=O)O)(F)F.[C@H]12CCNCC[C@@H]2C1NS(=O)(=O)C